CC1(COC1)CNC(=O)C1CNC1 3-{[(3-methyloxetan-3-yl)methyl]carbamoyl}azetidine